ClC=1C=CC(=C(C1)C1=CC(=CN=N1)NC1=CC=NC2=CC(=CC=C12)C(=O)NCCC1CCN(CC1)C)F 4-{[6-(5-chloro-2-fluorophenyl)pyridazin-4-yl]amino}-N-[2-(1-methylpiperidin-4-yl)-ethyl]quinoline-7-carboxamide